((methyl((5'-methyl-4-pentyl-6-((((pivaloyloxy)methoxy)(methyl)phosphoryl)oxy)-1',2',3',4'-tetrahydro-[1,1'-biphenyl]-2-yl)oxy)phosphoryl)oxy)methyl pivalate C(C(C)(C)C)(=O)OCOP(=O)(OC1=C(C(=CC(=C1)CCCCC)OP(=O)(C)OCOC(C(C)(C)C)=O)C1CCCC(=C1)C)C